ClC=1C=2C(N=C3N(C2C=CC1)C1=CC(=CC=C1C3(C)C)C3CCN(CC3)C(=O)C31CCC(CC3)(C1)C=O)=O 4-(4-(4-chloro-7,7-dimethyl-5-oxo-5,7-dihydroindolo[1,2-a]quinazolin-10-yl)piperidine-1-carbonyl)bicyclo[2.2.1]heptane-1-carbaldehyde